C1(CC1)COCCN 2-(cyclopropylmethoxy)-ethylamine